4-(((1R,3R,4R)-3-hydroxy-4-methylcyclohexyl)amino)-6-((2-hydroxycyclopentyl)amino)nicotinamide O[C@@H]1C[C@@H](CC[C@H]1C)NC1=CC(=NC=C1C(=O)N)NC1C(CCC1)O